3-(1,3-didecyl-2-(decyldimethylsilyl)-1,1,3,3-tetramethyltrisilane-2-yl)prop-2-yn-1-ol C(CCCCCCCCC)[Si]([Si]([Si](C)(C)CCCCCCCCCC)([Si](C)(C)CCCCCCCCCC)C#CCO)(C)C